ClC1=CC=C(C=C1)C1=C(C(=NC(=N1)OCC)N)N (4-chlorophenyl)-2-ethoxypyrimidine-4,5-diamine